ClC1=CC=C2C(=CNC2=C1S(=O)C)S(=O)(=O)NC1=NC(=C(C(=N1)OC)CC(F)F)OC 6-chloro-N-[5-(2,2-difluoroethyl)-4,6-dimethoxy-pyrimidin-2-yl]-7-methylsulfinyl-1H-indole-3-sulfonamide